3-Fluoro-5-((5-fluoropyridin-2-yl)(2,2,6,6-tetramethyltetrahydro-4H-pyran-4-ylmethylene)methyl)-1-(tetrahydro-2H-pyran-4-yl)-1H-indazole FC1=NN(C2=CC=C(C=C12)C(=CC1CC(OC(C1)(C)C)(C)C)C1=NC=C(C=C1)F)C1CCOCC1